3,3-bis(4-cyanatophenyl)-2,2,4-trimethylpentane O(C#N)C1=CC=C(C=C1)C(C(C)(C)C)(C(C)C)C1=CC=C(C=C1)OC#N